4,4,5,5-tetramethyl-2-(2,5,6,7-tetrahydrooxepin-3-yl)-1,3,2-dioxaborolane CC1(OB(OC1(C)C)C=1COCCCC1)C